3-[4-[4-(methylamino)-1-piperidinyl]phenyl]piperidine-2,6-dione formate C(=O)O.CNC1CCN(CC1)C1=CC=C(C=C1)C1C(NC(CC1)=O)=O